2-phosphonopropionic acid P(=O)(O)(O)C(C(=O)O)C